C(C)(C)C1(CC=C(CC1)C)SCCC#N 3-((1-isopropyl-4-methylcyclohex-3-en-1-yl)thio)propanenitrile